C1C(CC2=CC=CC=C12)NC(=O)C1=NC(=CC(=C1)NC(OC(C)(C)C)=O)NC1=C(C(=CC=C1)F)C Tert-butyl (2-((2,3-dihydro-1H-inden-2-yl)carbamoyl)-6-((3-fluoro-2-methylphenyl)amino)pyridin-4-yl)carbamate